OC1(OC2=CC=CC=C2C(=C1NC(CCCC)=O)C1=CC=CC=C1)C(F)(F)F N-(2-Hydroxy-4-phenyl-2-(trifluoromethyl)-2H-chromen-3-yl)pentanamide